BrC=1C(=NN(C1C1=CC(=C(C=C1)F)F)C1=C(C=CC=C1)F)NC(OC(C)(C)C)=O tert-butyl [4-bromo-5-(3,4-difluorophenyl)-1-(2-fluorophenyl)-1H-pyrazol-3-yl]carbamate